trifluoromethyl-thienopyrimidinone FC(F)(F)C1=NC2=C(C=N1)S(C=C2)=O